N-{(3S,4R)-4-fluoro-4-methyl-1-[(5S)-5-(2',3,5,6'-tetrafluoro[1,1'-biphenyl]-2-yl)-4,5-dihydro-1,2-oxazol-3-yl]pyrrolidin-3-yl}methanesulfonamide F[C@]1([C@H](CN(C1)C1=NO[C@@H](C1)C1=C(C=C(C=C1F)F)C1=C(C=CC=C1F)F)NS(=O)(=O)C)C